C(C)(C)OCC1=NC=CC(=C1)C1=NOC(=N1)[C@H](C)NC(=O)C=1N(N=C(C1)C(F)(F)F)C N-[(1S)-1-[3-[2-(isopropoxymethyl)-4-pyridyl]-1,2,4-oxadiazol-5-yl]ethyl]-2-methyl-5-(trifluoromethyl)pyrazole-3-carboxamide